ethan sulphur [S].CC